N[C@@H](CS)C(=O)NCC(=O)O Cysteinylglycin